(2Z)-2-Isopropyl-5-methyl-2-hexenal C(C)(C)/C(/C=O)=C/CC(C)C